(Z)-4-methyl-N'-(3-oxohexahydroindolizin-7(1H)-ylidene)benzenesulfonohydrazide CC1=CC=C(C=C1)S(=O)(=O)N\N=C/1\CCN2C(CCC2C1)=O